C1(CC1)CN1C(=CC2=CC(=CC(=C12)C1CCN(CC1)C(=O)C1CCC(CC1)O)F)C1=NN2C(C=CC(=C2)C(=O)OCC)=C1C Ethyl 2-(1-(cyclopropylmethyl)-5-fluoro-7-(1-((1r,4r)-4-hydroxycyclohexane-1-carbonyl) piperidin-4-yl)-1H-indol-2-yl)-3-methylpyrazolo[1,5-a]pyridine-6-carboxylate